tert-butyl 4-(4-(2-((4-chloro-2-methyl-5-(trifluoromethyl)phenyl)amino)-2-oxoethyl)-5-ethyl-2-morpholino-7-oxo-4,7-dihydro-[1,2,4]triazolo[1,5-a]pyrimidin-6-yl)piperazine-1-carboxylate ClC1=CC(=C(C=C1C(F)(F)F)NC(CN1C=2N(C(C(=C1CC)N1CCN(CC1)C(=O)OC(C)(C)C)=O)N=C(N2)N2CCOCC2)=O)C